9-(2-ethylhexyloxy)anthracene C(C)C(COC=1C2=CC=CC=C2C=C2C=CC=CC12)CCCC